C(C)C(COC(CCCCC(CN(CCCCSSCCN1CCN(CC1)CCOC(CCCCN(CC(CCCCCCC(=O)OCCCC)O)CC(CCCCCCC(=O)OCCCC)O)=O)CC(CCCCC(OCC(CC)CC)=O)O)O)=O)CC Dibutyl 9,9'-((5-(2-(4-(2-((4-(bis(7-(2-ethylbutoxy)-2-hydroxy-7-oxoheptyl)amino)butyl)disulfaneyl)ethyl)piperazin-1-yl)ethoxy)-5-oxopentyl)azanediyl)bis(8-hydroxynonanoate)